4-chloro-3,5-dinitro-benzotrifluoride ClC1=C(C=C(C=C1[N+](=O)[O-])C(F)(F)F)[N+](=O)[O-]